N-benzyl-1-[4-(6,7-dimethoxyquinolin-4-yloxy)-3-fluorophenyl]-4-methyl-6-oxo-1,6-dihydropyridazine-3-carboxamide C(C1=CC=CC=C1)NC(=O)C1=NN(C(C=C1C)=O)C1=CC(=C(C=C1)OC1=CC=NC2=CC(=C(C=C12)OC)OC)F